CC1=C(C(=CC=C1)C)C1=NC(=NC(=C1)OC[C@@H](CC(C)C)NC1CC2(CC2)C1)NS(=O)(=O)C1=CC=CC(=N1)C(=O)O 6-[[4-(2,6-dimethylphenyl)-6-[(2R)-4-methyl-2-(spiro[2.3]hexan-5-ylamino)pentoxy]pyrimidin-2-yl]sulfamoyl]pyridine-2-carboxylic acid